BrC1=C(C=CC=C1)[C@@H](C)OC(=O)NC=1C(=NOC1C1=CC=C(C(=N1)C)NC(=O)[C@@H]1[C@H](CCCC1)C(=O)OC(C)(C)C)C tert-butyl (1S,2S)-2-((6-(4-((((R)-1-(2-bromophenyl)ethoxy)carbonyl)amino)-3-methylisoxazol-5-yl)-2-methylpyridin-3-yl)carbamoyl)cyclohexane-1-carboxylate